(2R,4S)-(6-(methylcarbamoyl)pyridin-2-yl)methyl-4-(3-(cyclopropylmethoxy)-4-(difluoromethoxy)phenyl)pyrrolidine-2-carboxylic acid hydrochloride Cl.CNC(=O)C1=CC=CC(=N1)CN1[C@H](C[C@H](C1)C1=CC(=C(C=C1)OC(F)F)OCC1CC1)C(=O)O